3-((4-carboxyphenyl)amino)-2-hydroxypropanesulfonic acid sodium salt [Na+].C(=O)([O-])C1=CC=C(C=C1)NCC(CS(=O)(=O)[O-])O.[Na+]